CCCCCC1=[C-]CC=C1.CCCCC1=[C-]CC=C1.[Cl-].[Cl-].[Zr+2] bis(N-butylcyclopentadienyl)-zirconium dichloride